2,4,6,8-tetramethyl-2,4,6,8-tetrakis(3,3,3-trifluoropropyl)cyclotetrasiloxane C[Si]1(O[Si](O[Si](O[Si](O1)(CCC(F)(F)F)C)(CCC(F)(F)F)C)(CCC(F)(F)F)C)CCC(F)(F)F